5-bromo-1-(4-fluorophenyl)indole {(1R,2S,4R)-2-Hydroxy-4-[(5-{[5-methyl-4-(1H-pyrazol-1-ylmethyl)-2-thienyl]carbonyl}pyrimidin-4-yl)amino]cyclopentyl}methyl-sulfamate O[C@@H]1[C@H](C[C@H](C1)NC1=NC=NC=C1C(=O)C=1SC(=C(C1)CN1N=CC=C1)C)CNS(O)(=O)=O.BrC=1C=C2C=CN(C2=CC1)C1=CC=C(C=C1)F